(R)-N-(3-(N-(2-amino-2-methylpropanoyl)-S-methylsulfonimidoyl)phenyl)-5-cyano-2-(4,4-difluoroazepan-1-yl)-4-methyl-6-(trifluoromethyl)nicotinamide formate C(=O)O.NC(C(=O)N=[S@@](=O)(C)C=1C=C(C=CC1)NC(C1=C(N=C(C(=C1C)C#N)C(F)(F)F)N1CCC(CCC1)(F)F)=O)(C)C